[N+](=O)([O-])C=1C=CC(=C(C1)CC(=O)O)NC(C)=O 5-nitro-2-(N-acetyl)aminophenylacetic acid